1-(7-cyclopentylpyrazolo[1,5-a]pyrimidin-6-yl)-3-[6-[5-[6-[4-[2-(2,6-dioxo-3-piperidyl)-1-oxo-isoindolin-5-yl]piperazin-1-yl]-6-oxo-hexyl]-1,3,4-oxadiazol-2-yl]-3-pyridyl]urea C1(CCCC1)C1=C(C=NC=2N1N=CC2)NC(=O)NC=2C=NC(=CC2)C=2OC(=NN2)CCCCCC(=O)N2CCN(CC2)C=2C=C1CN(C(C1=CC2)=O)C2C(NC(CC2)=O)=O